OC1=C(C=CC=C1)CC(=O)O 2-hydroxyphenylacetic acid